3-(2-((2-fluorophenyl)amino)-2-oxoacetyl)-6,6-dimethyl-3-azabicyclo[3.1.0]hexane-2-carboxamide FC1=C(C=CC=C1)NC(C(=O)N1C(C2C(C2C1)(C)C)C(=O)N)=O